O1CCN(CC1)C1=NC(=NC=C1C(=O)O)C(F)(F)F 4-morpholino-2-(trifluoromethyl)pyrimidine-5-carboxylic acid